COC(=O)C1=CC(=C2C(=N1)C(CC2)(F)F)CN[C@@H](C)C2CCC2 (S)-4-(((1-cyclobutylethyl)amino)methyl)-7,7-difluoro-6,7-dihydro-5H-cyclopenta[b]pyridine-2-carboxylic acid methyl ester